NC1CCC2=C(NC1=O)C(=CC(=C2)F)F 3-amino-7,9-difluoro-4,5-dihydro-1H-benzo[b]azepin-2(3H)-one